[C-]1(C=CC=C1)O.[CH-]1C=CC=C1.[Fe+2] ferrocenyl alcohol